ClC=1C=C(C=CC1F)NC1=NC=NC2=CC(=C(C=C12)NCC1=C(C=C(C=C1)N1C(NC(CC1)=O)=O)F)O[C@@H]1COCC1 (S)-1-(4-(((4-((3-chloro-4-fluorophenyl)amino)-7-((tetrahydrofuran-3-yl)oxy)quinazolin-6-yl)amino)methyl)-3-fluorophenyl)dihydropyrimidine-2,4(1H,3H)-dione